Trans-4-[(tert-butoxycarbonyl)amino]cyclohexanecarboxylic acid C(C)(C)(C)OC(=O)N[C@@H]1CC[C@H](CC1)C(=O)O